2-(2-chloro-4-iodobenzyl)-N-(cyclopropylmethoxy)-3,4-difluorobenzamide ClC1=C(CC2=C(C(=O)NOCC3CC3)C=CC(=C2F)F)C=CC(=C1)I